[B](F)F.CC1=C(C=CC=C1)C(CC(=O)C1=CC=C(C=C1)OC)=O 1-(2-methylphenyl)-3-(4-methoxyphenyl)propane-1,3-dione boron difluoride